P(=O)(O[C@@H](C(=O)NC)COC1=C2C(C=C(N(C2=C(C=N1)Cl)C1=C(C=C(C=C1Cl)OCCO)Cl)C)=O)(O)O (R)-3-((8-chloro-1-(2,6-dichloro-4-(2-hydroxyethoxy) phenyl)-2-methyl-4-oxo-1,4-dihydro-1,6-naphthyridin-5-yl)oxy)-1-(methylamino)-1-oxopropan-2-yl dihydrogen phosphate